ClC1=C(C=C(C=2C3=C(NC12)CCNC(C3C)=O)NC(=O)C3OCC3)Cl N-(7,8-Dichloro-1-methyl-2-oxo-1,2,3,4,5,6-hexahydroazepino[4,5-b]indol-10-yl)oxetane-2-carboxamide